C(C1=CC=CC=C1)=NCC1=CC(=CC=C1)CN=CC1=CC=CC=C1 N,N'-Dibenzyliden-1,3-bis(aminomethyl)benzol